1-(4-(6-methyl-7-(5-methyl-1H-indazol-4-yl)-2-((1-methylpyrrolidin-2-yl)methoxy)-5,6,7,8-tetrahydroquinazolin-4-yl)piperazin-1-yl)prop-2-en-1-one CC1CC=2C(=NC(=NC2CC1C1=C2C=NNC2=CC=C1C)OCC1N(CCC1)C)N1CCN(CC1)C(C=C)=O